(3-Chloro-5-((4-cyclopropyl-2-fluorophenyl)amino)pyridin-4-yl)dimethylphosphine oxide ClC=1C=NC=C(C1P(C)(C)=O)NC1=C(C=C(C=C1)C1CC1)F